8-chloro-4-[1-({6-[(2-methoxyethoxy)methyl]-2-pyridyl}methyl)-1H-1,2,3-triazol-4-yl]-2-quinazolinamine ClC=1C=CC=C2C(=NC(=NC12)N)C=1N=NN(C1)CC1=NC(=CC=C1)COCCOC